(6S)-6-{[2-(1-methyl-1H-pyrazol-3-yl)[1,2,4]triazolo[1,5-c]quinazolin-5-yl]amino}-1,4-diazepan-5-one CN1N=C(C=C1)C1=NN2C(=NC=3C=CC=CC3C2=N1)N[C@@H]1C(NCCNC1)=O